N-(5-methyl-1,3,4-thiadiazol-2-yl)-5-((1S,2S)-2-((tetrahydro-2H-pyran-4-ylmethyl)-amino)cyclopropyl)-thiophene-3-carboxamide CC1=NN=C(S1)NC(=O)C1=CSC(=C1)[C@@H]1[C@H](C1)NCC1CCOCC1